3-(3-(difluoromethoxy)phenyl)-1-isopropyl-N-(3-methyl-1,1-dioxidothietan-3-yl)-1,4,6,7-tetrahydropyrano[4,3-c]pyrazole-6-carboxamide FC(OC=1C=C(C=CC1)C=1C2=C(N(N1)C(C)C)CC(OC2)C(=O)NC2(CS(C2)(=O)=O)C)F